FC(C1CCC(CC1)=O)(F)F 4-(trifluoromethyl)-cyclohexan-1-one